C1(CC1)[C@H](C)N1C(C=2C(=NC(=CC2C1)C1=C(N=C(S1)NC(=O)NC)C)N1CC(CC1)(F)F)=O (S)-1-(5-(2-(1-cyclopropylethyl)-4-(3,3-difluoropyrrolidin-1-yl)-3-oxo-2,3-dihydro-1H-pyrrolo[3,4-c]pyridin-6-yl)-4-methylthiazol-2-yl)-3-methylurea